tert-butyl (2R,5S)-5-(2-ethoxy-2-oxo-ethyl)-1-methyl-pyrrolidine-2-carboxylate C(C)OC(C[C@@H]1CC[C@@H](N1C)C(=O)OC(C)(C)C)=O